C(C)(C)(C)C=1C(C(=CC(C1)=CC1=CC=C(C=C1)OC)C(C)(C)C)=O 2,6-di-tert-butyl-4-(4-methoxybenzylidene)cyclohexa-2,5-dien-1-one